N(=[N+]=[N-])CCOCCOCCOCCN(CCCNC1=NC(=NC2=CC=CC=C12)CN(C)C1CCC(CC1)C(C)(C)C)C 4-(16-azido-5-methyl-8,11,14-trioxa-1,5-diazahexadecan-1-yl)-2-{[(4-tert-butylcyclohexyl)(methyl)amino]methyl}quinazoline